C(C)OC(CC1=CC(=C(C=C1)C#N)Cl)=O 2-(3-chloro-4-cyanophenyl)acetic acid ethyl ester